5-(3H-[1,2,3]Triazolo[4,5-d]pyrimidin-5-yl)-N-(4-((benzyloxy)methyl)-3-fluorophenyl)-2-fluorobenzamide N1=NNC=2N=C(N=CC21)C=2C=CC(=C(C(=O)NC1=CC(=C(C=C1)COCC1=CC=CC=C1)F)C2)F